3-[tris(trimethylsiloxy) silyl]propyl methacrylate C(C(=C)C)(=O)OCCC[Si](O[Si](C)(C)C)(O[Si](C)(C)C)O[Si](C)(C)C